chloro-4-methyl-5H,6H,7H-pyrrolo[2,3-c]pyridazine ClC1=C(C2=C(N=N1)NCC2)C